6-Methylsulfonyl-5-(trifluoromethyl)pyridin-3-amine CS(=O)(=O)C1=C(C=C(C=N1)N)C(F)(F)F